NC1=NC=NN2C1=C(N=C2[C@@H]2CN(CC2)C(=O)OCC2=CC=CC=C2)I benzyl (S)-3-(4-amino-5-iodoimidazo[5,1-f][1,2,4]triazin-7-yl)pyrrolidine-1-carboxylate